CNC(CC1=CC=C(C=C1)B1OC(C(O1)(C)C)(C)C)=O N-methyl-2-(4-(4,4,5,5-tetramethyl-1,3,2-dioxaborolan-2-yl)phenyl)acetamide